(S)-5-(3-((1-(1H-tetrazol-1-yl)propan-2-yl)oxy)-4-chlorophenyl)-N-(3-(perfluoroethyl)-1-(2-(tetrahydro-2H-pyran-4-yl)-2-azaspiro[3.3]hept-6-yl)-1H-pyrazol-4-yl)pyrimidin-2-amine N1(N=NN=C1)C[C@H](C)OC=1C=C(C=CC1Cl)C=1C=NC(=NC1)NC=1C(=NN(C1)C1CC2(CN(C2)C2CCOCC2)C1)C(C(F)(F)F)(F)F